BrC1=C2C(N(C(=NC2=CC(=C1)Br)C)C)=O 5,7-dibromo-2,3-dimethylquinazolin-4(3H)-one